2-(6-azaspiro[2.5]octan-6-yl)benzoate C1CC12CCN(CC2)C2=C(C(=O)[O-])C=CC=C2